4-(1-(cyclobutylmethyl)-6-(3,5-dimethylisoxazol-4-yl)-1H-imidazo[4,5-b]pyridin-2-yl)morpholine C1(CCC1)CN1C(=NC2=NC=C(C=C21)C=2C(=NOC2C)C)N2CCOCC2